(5-((2-(2,2-dimethylpyrrolidin-1-yl)ethyl)carbamoyl)-2-methylpyridin-3-yl)-2-(1-methyl-1H-pyrazol-4-yl)pyrazolo[5,1-b]thiazole-7-carboxamide CC1(N(CCC1)CCNC(=O)C=1C=C(C(=NC1)C)C=1N2C(SC1C=1C=NN(C1)C)=C(C=N2)C(=O)N)C